1,1'-oxalyldipiperidine C(C(=O)N1CCCCC1)(=O)N1CCCCC1